N-[5-[(5-cyclopropyloxypyridin-2-yl)carbamoyl]-4-fluoro-2-methylphenyl]-2-[(2-hydroxy-2-methylpropanoyl)amino]-1,3-thiazole-5-carboxamide C1(CC1)OC=1C=CC(=NC1)NC(=O)C=1C(=CC(=C(C1)NC(=O)C1=CN=C(S1)NC(C(C)(C)O)=O)C)F